C(#N)C=1C=C(C=CC1)C1CC(NC=2N=CNC(C21)=O)=O 5-(3-cyanophenyl)-5,6-dihydropyrido[2,3-d]pyrimidine-4,7(3h,8h)-dione